N=1C=NN2C1C1=C(C(=C2)C2=C(C3=C(N2)SC(=C3C)C3CCN(CC3)C(=O)[C@@H]3NCCOC3)C(C)C)CCC1 (R)-(4-(5-(8,9-dihydro-7H-cyclopenta[c][1,2,4]triazolo[1,5-a]pyridin-6-yl)-4-isopropyl-3-methyl-6H-thieno[2,3-b]pyrrol-2-yl)piperidin-1-yl)(morpholin-3-yl)methanone